C(C)(C)(C)C1=CC=CC2=CC3=C(C=CC=C3C(=C12)OC(=O)C1C(CC(=CC1)C)C(=O)O)C(C)(C)C 1,5-bis(tert-butyl)-9-[2-carboxy(4-methyl-4-cyclohexenyl)]carbonyloxyanthracene